ClC=1C(=C(C(=CC1N1CC(CC1)(OC)C(C)N(C)C)F)S(=O)(=O)NC1=NC(=CC=C1)F)F 3-chloro-4-(3-(1-(dimethylamino)ethyl)-3-methoxypyrrolidin-1-yl)-2,6-difluoro-N-(6-fluoropyridin-2-yl)benzenesulfonamide